5-hydroxy-N,N-bis(4-methoxybenzyl)pentane-1-sulfonamide tert-Butyl-2-[1-[3-(tert-butoxycarbonylamino)propyl]piperazin-1-ium-1-yl]acetate C(C)(C)(C)OC(C[N+]1(CCNCC1)CCCNC(=O)OC(C)(C)C)=O.OCCCCCS(=O)(=O)N(CC1=CC=C(C=C1)OC)CC1=CC=C(C=C1)OC